methyl-ethyl-pentanol CC(CCCC)(O)CC